OC=1C=C(C=O)C=C(C1OC)O 3,5-dihydroxy-4-methoxybenzaldehyde